C1=CC=CC=2C3=CC=CC=C3N(C12)C1(CC(=CC=C1)C1=CC=CC=C1)N1C2=CC=CC=C2C=2C=CC=CC12 3,3-di(9H-carbazole-9-yl)biphenyl